tryptophan, azide N[C@@H](CC1=CNC2=CC=CC=C12)C(=O)N=[N+]=[N-]